(R)-N-(8,9-difluoro-6-oxo-1,4,5,6-tetrahydro-2H-pyrano[3,4-c]isoquinolin-1-yl)-3',5-difluoro-N-methyl-[1,1'-biphenyl]-3-carboxamide FC=1C(=CC=2C3=C(NC(C2C1)=O)COC[C@@H]3N(C(=O)C=3C=C(C=C(C3)F)C3=CC(=CC=C3)F)C)F